2-[2-(2-Chloroethoxy)ethoxy]ethanol ClCCOCCOCCO